Cl.CN(C)CCCN=C=NCC [3-(dimethylaminopropyl)]-N-ethylcarbodiimide hydrochloride